4-(4-(hydroxymethyl)piperidin-1-yl)benzoic acid OCC1CCN(CC1)C1=CC=C(C(=O)O)C=C1